3-(1,2-dibromo-3-((tert-butyl-dimethylsilyl)oxy)propan-2-yl)-5-(3-ethoxy-4-methoxyphenyl)pyridine BrCC(CO[Si](C)(C)C(C)(C)C)(Br)C=1C=NC=C(C1)C1=CC(=C(C=C1)OC)OCC